C=1([O-])C([O-])=CC=CC1.[Cu+2] copper (catecholate)